2-ethylbutyl((S)-(((Z)-1-(((L-valyl)oxy)methyl)-2-((2-amino-6-oxo-1,6-dihydro-9H-purin-9-yl)methylene)cyclopropyl)methoxy)(phenoxy)phosphoryl)-L-leucinate C(C)C(CN([C@@H](CC(C)C)C(=O)[O-])[P@@](=O)(OC1=CC=CC=C1)OCC1(\C(\C1)=C/N1C=2N=C(NC(C2N=C1)=O)N)COC([C@@H](N)C(C)C)=O)CC